3-[2-(4-tert-butylpiperidin-1-yl)-1H-benzimidazol-1-yl]-N-cyclohexyl-N-ethylpropanamide C(C)(C)(C)C1CCN(CC1)C1=NC2=C(N1CCC(=O)N(CC)C1CCCCC1)C=CC=C2